(2R)-2-Amino-3-phenylpropylcarbamat hydrochlorid Cl.N[C@@H](CNC(O)=O)CC1=CC=CC=C1